COC(=O)C1=CC=C(C=C1)[C@@H]1C[C@@](CC1)(C(=O)O)CCC cis-3-(4-(methoxycarbonyl)phenyl)-1-propylcyclopentane-1-carboxylic acid